OC[C@H](C[C@H]1C(NCC1)=O)NC([C@H](CCCC)NC(O[C@H](C(F)(F)C1=CC(=CC=C1)Cl)C=1C=NC=CC1)=O)=O (S)-2-(3-chlorophenyl)-2,2-difluoro-1-(pyridin-3-yl)ethyl ((S)-1-(((S)-1-hydroxy-3-((S)-2-oxopyrrolidin-3-yl)propan-2-yl)amino)-1-oxohexan-2-yl)carbamate